2-[6-bromo-4-[cis-2-ethylcyclopropyl]oxy-1-oxophthalazin-2-yl]-N-(5-fluoropyrimidin-2-yl)acetamide BrC=1C=C2C(=NN(C(C2=CC1)=O)CC(=O)NC1=NC=C(C=N1)F)O[C@H]1[C@H](C1)CC